[6-(9H-carbazol-9-yl)hexyl]phosphoric acid C1=CC=CC=2C3=CC=CC=C3N(C12)CCCCCCOP(O)(O)=O